Ethyl (E)-3-(2,4-dichloroquinolin-6-yl)acrylate ClC1=NC2=CC=C(C=C2C(=C1)Cl)/C=C/C(=O)OCC